ClC=1C=C2C=NC(=NC2=CC1C1C(CNCC1)F)N 6-chloro-7-(3-fluoropiperidin-4-yl)quinazolin-2-amine